carbon iron-manganese [Mn].[Fe].[C]